FC(C)(F)C1=NNC=C1C 3-(1,1-difluoroethyl)-4-methyl-1H-pyrazole